2-[2-(aminomethyl)-3,3-difluoro-allyl]-4-[[5-[6-(dimethylamino)-3-pyridyl]benzothiophen-2-yl]methyl]-1,2,4-triazol-3-one NCC(CN1N=CN(C1=O)CC=1SC2=C(C1)C=C(C=C2)C=2C=NC(=CC2)N(C)C)=C(F)F